2-[(2R,4R,5S)-1-(2,4-dichlorophenyl)-5-hydroxy-2,6,6-trimethylheptan-4-yl]-2,4-dihydro-3H-1,2,4-triazol-3-thione ClC1=C(C=CC(=C1)Cl)C[C@H](C[C@H]([C@H](C(C)(C)C)O)N1N=CNC1=S)C